methyl 2-(3-cyclopropyl-9-(methylsulfonyl)-2-oxo-2,3-dihydro-1H-pyrrolo[1,2,3-de]quinoxalin-5-yl)-7-fluoro-1-methyl-1H-benzo[d]imidazole-5-carboxylate C1(CC1)C1C(NC=2C(=CC=C3C2N1C(=C3)C3=NC1=C(N3C)C(=CC(=C1)C(=O)OC)F)S(=O)(=O)C)=O